C1(=C(C=CC2=CC=CC=C12)P(C1=CC=CC=C1)C1=CC=CC=C1)C1=CC=CC2=CC=CC=C12 (1R)-[1,1'-binaphthalen]-2-yldiphenyl-phosphine